ClC=1C=CC2=C(N=C(O2)C2CC3(CC(C3)NC(=O)C3CN(CC3)S(=O)(=O)C3CC3)C2)C1 N-[6-(5-chloro-1,3-benzoxazol-2-yl)spiro[3.3]heptan-2-yl]-1-cyclopropylsulfonyl-pyrrolidine-3-carboxamide